The molecule is a member of the class of benzimidazoles that is fenbendazole in which the sulfur has been oxidised to the corresponding sulfoxide. It has a role as an antinematodal drug. It is a sulfoxide, a member of benzimidazoles and a carbamate ester. It derives from a fenbendazole. COC(=O)NC1=NC2=C(N1)C=C(C=C2)S(=O)C3=CC=CC=C3